O=C(CCOC[C@H](C)NC1=C(C(NN=C1)=O)C(F)(F)F)N1CCN(CC1)C1=NC=C(C=N1)C1(C(C1)(F)F)F 5-(((2S)-1-(3-oxo-3-(4-(5-(1,2,2-trifluorocyclopropyl)pyrimidin-2-yl)piperazin-1-yl)propoxy)propan-2-yl)amino)-4-(trifluoromethyl)pyridazin-3(2H)-one